C[C@]12CC[C@@H]([C@@]([C@@H]1CC[C@@]3([C@@H]2CC=C4[C@]3(CC[C@@]5([C@H]4CC(CC5)(C)C)C(=O)[O-])C)C)(C)C=O)O The molecule is a monocarboxylic acid anion that is the conjugate base of gypsogenin, obtained by deprotonation of the carboxy group; major species at pH 7.3. It is a conjugate base of a gypsogenin.